FC([C@]12CN(C[C@@]2(C1)C(=O)O)C1=C2C=CC=NC2=C(C=C1)C(F)(F)F)(F)F.C[C@@H]1CN(C[C@@H](N1)C)C(C)=O 1-((3R,5S)-3,5-dimethylpiperazin-1-yl)ethan-1-one (1S,5R)-5-(trifluoromethyl)-3-(8-(trifluoromethyl)quinolin-5-yl)-3-azabicyclo[3.1.0]hexane-1-carboxylate